NCCC1=CC=CC2=C1NC(=N2)CNC2=NC(=NC=1N2N=CC1Br)N1CCOCC1 N-{[7-(2-aminoethyl)-1H-benzimidazol-2-yl]methyl}-8-bromo-2-(morpholin-4-yl)pyrazolo[1,5-a][1,3,5]triazin-4-amine